6-bromo-4-(((2S,6R)-2,6-dimethylmorpholino)methyl)-N-((tetrahydro-2H-pyran-4-yl)methyl)pyridine BrC1=CC(=CCN1CC1CCOCC1)CN1C[C@@H](O[C@@H](C1)C)C